NCC=1C=C(C=CC1)C1=CC(=CC(=C1)N1CCC2(CC2)CC1)COC1=C(C=CC=C1)CC(=O)O 2-(2-((3'-(aminomethyl)-5-(6-azaspiro[2.5]octan-6-yl)-[1,1'-biphenyl]-3-yl)methoxy)phenyl)acetic acid